C1(CC1)OC(CO)(C1=CC=CC=C1)C1=NC(=NC2=CC=C(C=C12)C=1CN(C(N(C1)C)=O)C)N1CCC(CC1)CN1CCN(CC1)CC#C 5-(4-(1-cyclopropoxy-2-hydroxy-1-phenylethyl)-2-(4-((4-(prop-2-yn-1-yl)piperazin-1-yl)methyl)piperidine-1-yl)quinazolin-6-yl)-1,3-dimethyl-pyrimidin-2(1H)-one